(2R)-1-tert-butoxycarbonyl-4-hydroxy-4-methyl-pyrrolidine-2-carboxylic Acid C(C)(C)(C)OC(=O)N1[C@H](CC(C1)(C)O)C(=O)O